4-(((S)-2-hydroxy-1-phenylethyl)amino)-6-((3-methyl-1-oxoisoindolin-5-yl)amino)nicotinic acid OC[C@H](C1=CC=CC=C1)NC1=CC(=NC=C1C(=O)O)NC=1C=C2C(NC(C2=CC1)=O)C